NC=1C=C(C(=C(C(=O)OC)C1)Br)C methyl 5-amino-2-bromo-3-methyl-benzoate